CN1C(CN(CC1)C1=CC=C(NC2=NC=C(C(=N2)NC2=NC(=CC=C2)N2C(CCC2)=O)C#N)C=C1)=O 2-[4-(4-methyl-3-oxo-piperazin-1-yl)anilino]-4-[[6-(2-oxopyrrolidin-1-yl)-2-pyridyl]amino]pyrimidine-5-carbonitrile